8-chloro-4-(((R)-3-cyano-1-phenylpropyl)amino)-6-(((S)-(1-cyclopropyl-1H-1,2,3-triazol-4-yl)(6-fluoro-2-methylpyridin-3-yl)methyl)amino)quinoline-3-carbonitrile ClC=1C=C(C=C2C(=C(C=NC12)C#N)N[C@H](CCC#N)C1=CC=CC=C1)N[C@@H](C=1C(=NC(=CC1)F)C)C=1N=NN(C1)C1CC1